N-[5-[(3,5-difluorophenyl)methyl]-1H-indazol-3-yl]-3-[[1-[4-[4-[4-[(2,6-dioxo-3-piperidyl)amino]phenyl]piperazin-1-yl]-4-oxo-butanoyl]-4-piperidyl]amino]pyridine-4-carboxamide FC=1C=C(C=C(C1)F)CC=1C=C2C(=NNC2=CC1)NC(=O)C1=C(C=NC=C1)NC1CCN(CC1)C(CCC(=O)N1CCN(CC1)C1=CC=C(C=C1)NC1C(NC(CC1)=O)=O)=O